(3-(5-amino-1,3-dioxoisoindol-2-yl)bicyclo[1.1.1]pent-1-yl)carbamic acid tert-butyl ester C(C)(C)(C)OC(NC12CC(C1)(C2)N2C(C1=CC=C(C=C1C2=O)N)=O)=O